phenoxy-1,4-dihydropyridine O(C1=CC=CC=C1)N1C=CCC=C1